(R)-3-((1-(3-cyanophenyl)-N-methyl-1H-1,2,4-triazole-3-carboxamido)methyl)-pyrrolidine-1-carboxylic acid tert-butyl ester C(C)(C)(C)OC(=O)N1C[C@H](CC1)CN(C(=O)C1=NN(C=N1)C1=CC(=CC=C1)C#N)C